C(C=C)(=O)N1CC2(C1)CN(CC2)C2=NC(=NC(=C2C#N)C2=C(C=CC(=C2)O)C)OC[C@H]2N(CCC2)C (S)-4-(2-acryloyl-2,6-diazaspiro[3.4]octan-6-yl)-6-(5-hydroxy-2-methylphenyl)-2-((1-methylpyrrolidin-2-yl)methoxy)pyrimidine-5-carbonitrile